C1=CC=CC=2C3=CC=CC=C3N(C12)C1=CC=C(C=C1)N(C1=CC=C(C=C1)N1C2=CC=CC=C2C=2C=CC=CC12)C1=CC=C(C=C1)C=1NC2C(C=3C=CC=NC3C=3N=CC=CC23)N1 N-(4-(9H-carbazole-9-yl)phenyl)-4-(9H-carbazole-9-yl)-N-(4-(3a,11b-dihydro-1H-imidazo[4,5-f][1,10]phenanthroline-2-yl)phenyl)aniline